FC1(CCN(CC1)C(=O)OC(C)(C)C)C(=O)N1CCC(=CC1)C1=C(C=C(C=C1)[N+](=O)[O-])F tert-butyl 4-fluoro-4-(4-(2-fluoro-4-nitrophenyl)-1,2,3,6-tetrahydropyridine-1-carbonyl)piperidine-1-carboxylate